N-(4-(3-Amino-7-(3,3-dimethylbut-1-yn-1-yl)-1H-indazol-5-yl)pyridin-2-yl)-4-(trifluoromethyl)oxazol-2-amine NC1=NNC2=C(C=C(C=C12)C1=CC(=NC=C1)NC=1OC=C(N1)C(F)(F)F)C#CC(C)(C)C